N[C@H](C(=O)OC)CC methyl (2S)-2-aminobutanoate